(2S,4r)-2-((3S,4S)-4-(4-(tert-butyl)phenyl)-3-methylpiperidine-1-carbonyl)-7-oxa-5-azaspiro[3.4]octane-6-one C(C)(C)(C)C1=CC=C(C=C1)[C@@H]1[C@@H](CN(CC1)C(=O)C1CC2(C1)NC(OC2)=O)C